Cl.N[C@H](C(=O)N(C)[C@H](C(=O)N1C[C@]2(C[C@H]1C(=O)N)C(NC1=C(O2)C=CC(=C1)F)=O)CC1CC1)CC1CC1 (2R,5'S)-1'-((S)-2-((S)-2-amino-3-cyclopropyl-N-methylpropanamido)-3-cyclopropylpropanoyl)-6-fluoro-3-oxo-3,4-dihydrospiro[benzo[b][1,4]oxazine-2,3'-pyrrolidine]-5'-carboxamide HCl